(3-acetyl-1-(2-((1S,3S,5S)-3-((3-chloro-2-fluorobenzyl)carbamoyl)-5-((dimethylamino)methyl)-2-azabicyclo[3.1.0]hexan-2-yl)-2-oxoethyl)-1H-indol-6-yl)(methyl)phosphinic acid C(C)(=O)C1=CN(C2=CC(=CC=C12)P(O)(=O)C)CC(=O)N1[C@H]2C[C@]2(C[C@H]1C(NCC1=C(C(=CC=C1)Cl)F)=O)CN(C)C